FC=1C=CC2=C(N=C(O2)NC=2OC3=C(N2)C=C(C=C3)C(C(=O)OC)C)C1 methyl 2-(2-((5-fluorobenzo[d]oxazol-2-yl)amino)benzo[d]oxazol-5-yl)propanoate